FC(OC1=CC=C(C(=O)NC=2N(C=C(N2)C(=O)N2CCNCC2)C2=CC=C(C=C2)OC)C=C1)F 4-(Difluoromethoxy)-N-[1-(4-methoxyphenyl)-4-(piperazine-1-carbonyl)-1H-imidazol-2-yl]benzamide